6-(3-(1H-1,2,4-triazol-3-yl)phenylamino)-1H-pyrrolo[3,2-c]pyridine-2-carbonitrile N1N=C(N=C1)C=1C=C(C=CC1)NC1=CC2=C(C=N1)C=C(N2)C#N